FC(C(=O)O)(F)F.FC(C(=O)O)(F)F.ClC=1C=C(C(=O)NC2=CC(=C(C=C2)C=2CCNCC2)Cl)C=CC1C=1CCNCC1 3-chloro-N-(3-chloro-4-(1,2,3,6-tetrahydropyridin-4-yl)phenyl)-4-(1,2,3,6-tetrahydropyridin-4-yl)benzamide bistrifluoroacetic acid salt